[N+](=O)([O-])C=1C=C2C(N(C(=NC2=CC1)[C@@H]1NCCC1)C1=CC=C(C=C1)C)=O (R)-6-nitro-2-(pyrrolidin-2-yl)-3-(p-tolyl)quinazolin-4(3H)-one